2-(2,3-Dihydrobenzofuran-7-yl)-2-((R)-3-(4-(5,6,7,8-tetrahydro-1,8-naphthyridin-2-yl)butoxy)pyrrolidin-1-yl)acetic acid O1CCC2=C1C(=CC=C2)C(C(=O)O)N2C[C@@H](CC2)OCCCCC2=NC=1NCCCC1C=C2